C[C@@H]1N(C2=CC=CC=C2[C@@H]([C@H]1C)NC1=NC(=CC=C1)C)C(C)=O ((2S,3R,4R)-2,3-dimethyl-4-((6-methylpyridin-2-yl)amino)-3,4-dihydroquinolin-1(2H)-yl)ethanone